CC1(COC(OC1)C1C(C=C(CC1C)C)C)C=O 5-methyl-2-(2,4,6-trimethylcyclohex-3-en-1-yl)-1,3-dioxane-5-carbaldehyde